N1=CN=C(C2=CC=CC=C12)NC(C(=O)O)CCCCCCCC1=NC=2NCCCC2C=C1 2-(quinazolin-4-ylamino)-9-(5,6,7,8-tetrahydro-1,8-naphthyridin-2-yl)nonanoic acid